triethylsilylium tetrakis-(2,3,4,6-tetrafluorophenyl)borate FC1=C(C(=CC(=C1F)F)F)[B-](C1=C(C(=C(C=C1F)F)F)F)(C1=C(C(=C(C=C1F)F)F)F)C1=C(C(=C(C=C1F)F)F)F.C(C)[Si+](CC)CC